BrC=1CN(C(=CC1)CC(=O)N)C1=NC(=NC(=C1)OC)C(C)(F)F (3-bromo-1-(2-(1,1-difluoroethyl)-6-methoxypyrimidin-4-yl)-1H-pyridin-6-yl)acetamide